4-((2S)-1,2-dihydroxypropyl)-4-(hydroxymethyl)piperidine-1-carboxylic acid tert-butyl ester C(C)(C)(C)OC(=O)N1CCC(CC1)(CO)C([C@H](C)O)O